N-{[4-(1-methyl-1H-pyrazol-4-yl)phenyl]Methyl}pyrimidin-4-amine CN1N=CC(=C1)C1=CC=C(C=C1)CNC1=NC=NC=C1